CN1C(N=CC=C1N1CCC(CC1)C)=O 1-methyl-6-(4-methylpiperidinyl)pyrimidin-2(1H)-one